6,8-dimethyl-5-((1-oxoisoindolin-5-yl)amino)pyrido[2,3-d]pyrimidine-2,4,7(1H,3H,8H)-trione CC1=C(C2=C(NC(NC2=O)=O)N(C1=O)C)NC=1C=C2CNC(C2=CC1)=O